8-methyl-10-(oxiran-2-yl)-4,5-dihydro-3H,6H-2,2a,5a-triazaaceanthrylen-6-one CC=1C=C2C(N3CCCN4N=CC(C2=C(C1)C1OC1)=C43)=O